OC(C1CC2(CN(C2)C(=O)OC(C)(C)C)C1)C1=CC=C2C(=N1)N(C=C2)C tert-Butyl 6-(hydroxy(1-methyl-1H-pyrrolo[2,3-b]pyridin-6-yl)methyl)-2-azaspiro[3.3]heptane-2-carboxylate